3-(4-(4-(4-Chloro-2,5-difluorophenyl)piperazin-1-yl)-3-fluorophenyl)piperidine-2,6-dione ClC1=CC(=C(C=C1F)N1CCN(CC1)C1=C(C=C(C=C1)C1C(NC(CC1)=O)=O)F)F